COC1=C(C=C(C=C1)C)C1(OCC(C1)C1=CC=CC=C1)C(=O)NS(=O)(=O)C1=C2C=CC(=NC2=CC=C1)C 2-(2-methoxy-5-methylphenyl)-N-((2-methylquinolin-5-yl)sulfonyl)-4-phenyltetrahydrofuran-2-carboxamide